3,6,6-trimethyl-6a,7,10,10a-tetrahydrobenzo[c]chromen-1-ol CC=1C=C(C=2C3C(C(OC2C1)(C)C)CC=CC3)O